C1(=CCCCC1)C1=C(N(N=C1C(F)(F)F)C1=NN(C=C1)C)N 4-(cyclohexen-1-yl)-2-(1-methylpyrazol-3-yl)-5-(trifluoromethyl)pyrazol-3-amine